N-(5-((2-amino-3-chloropyridin-4-yl)oxy)pyridin-2-yl)-5-(4-fluorophenyl)-1-methyl-4-oxo-1,4-dihydropyridazine-3-carboxamide NC1=NC=CC(=C1Cl)OC=1C=CC(=NC1)NC(=O)C1=NN(C=C(C1=O)C1=CC=C(C=C1)F)C